Racemic-tert-butyl-3-{6-[2-(2-ethoxyethoxy)ethoxy]pyridin-3-yl}-2-[(methanesulfonyl)oxy]propanoate C(C)(C)(C)OC([C@@H](CC=1C=NC(=CC1)OCCOCCOCC)OS(=O)(=O)C)=O |r|